tert-butyl 1-(4-cyano-3-fluoro-5-methoxybenzyl)-1,4,6,7-tetrahydro-5H-pyrazolo[4,3-c]pyridine-5-carboxylate C(#N)C1=C(C=C(CN2N=CC=3CN(CCC32)C(=O)OC(C)(C)C)C=C1OC)F